CN(C(=O)C1CCC(CC1)NC=1N=CC2=C(N1)NC=C2C=2C=CC=1N(C2)C(=NN1)C)C (1s,4s)-N,N-dimethyl-4-((5-(3-methyl-[1,2,4]triazolo[4,3-a]pyridin-6-yl)-7H-pyrrolo[2,3-d]pyrimidin-2-yl)amino)cyclohexane-1-carboxamide